N-[(5-cyclopropyl-6-fluoropyridin-2-yl)(phenyl)methyl]-1-[2-(1-ethyl-5-methyl-2-oxo-1,2-dihydropyridin-3-yl)acetyl]-4-fluoropyrrolidine-2-carboxamide C1(CC1)C=1C=CC(=NC1F)C(NC(=O)C1N(CC(C1)F)C(CC=1C(N(C=C(C1)C)CC)=O)=O)C1=CC=CC=C1